O(C1=CC=CC=C1)C1=CC2=C(CCC=3C(C=4C=CC=CC4NC23)=O)C=C1 2-phenoxy-6,12-dihydrobenzo[c]acridin-7(5H)-one